4-Methyl-N-{(1S)-1-(4-methylcyclohexyl)-2-oxo-2-[(2-oxospiro[1H-pyrrolo[3,2-c]pyridine-3,4'-oxane]-6-yl)amino]ethyl}-1,2,5-thiadiazole-3-carboxamide CC=1C(=NSN1)C(=O)N[C@H](C(NC1=CC2=C(C=N1)C1(CCOCC1)C(N2)=O)=O)C2CCC(CC2)C